2-(10-acryloyl-3-chloro-4-fluoro-7-methyl-8-oxo-8,8a,9,10,11,12-hexahydro-7H-pyrazino[1',2':4,5]pyrazino[2,3-c][1,6]naphthyridin-11-yl)acetonitrile C(C=C)(=O)N1CC2N(C3=C(C=NC4=C(C(=NC=C34)Cl)F)N(C2=O)C)CC1CC#N